N-(5-(6-Ethyl-2,6-diazaspiro[3.3]heptan-2-yl)pyridin-2-yl)-5-fluoro-4-(3-(2-methoxypropan-2-yl)-2,6-dimethyl-2H-thieno[3,2-c]pyrazol-5-yl)pyrimidin-2-amine C(C)N1CC2(CN(C2)C=2C=CC(=NC2)NC2=NC=C(C(=N2)C2=C(C3=NN(C(=C3S2)C(C)(C)OC)C)C)F)C1